C12=CC(=CC=C2CC1)[C@@H]1[C@@H](C2=CC=C(C=C2CC1)O)C1=CC=C(C=C1)N1CCC(CC1)C=O 1-(4-((1R,2S)-2-(bicyclo[4.2.0]octa-1,3,5-trien-3-yl)-6-hydroxy-1,2,3,4-tetrahydronaphthalen-1-yl)phenyl)piperidine-4-carbaldehyde